(S)-2-((7-((4-cyano-2-fluorobenzyl)oxy)-3,4-dihydroisoquinolin-2(1H)-yl)methyl)-1-((oxetan-2-yl)methyl)-1H-benzo[d]imidazole-6-carboxylic acid tert-butyl ester C(C)(C)(C)OC(=O)C=1C=CC2=C(N(C(=N2)CN2CC3=CC(=CC=C3CC2)OCC2=C(C=C(C=C2)C#N)F)C[C@H]2OCC2)C1